3,4,5-Tridodecyloxybenzoyl chloride C(CCCCCCCCCCC)OC=1C=C(C(=O)Cl)C=C(C1OCCCCCCCCCCCC)OCCCCCCCCCCCC